2-(4-(tert-butyl)phenyl)Oxazole-4-carboxylic acid ethyl ester C(C)OC(=O)C=1N=C(OC1)C1=CC=C(C=C1)C(C)(C)C